N,N'-diamino-1,4,5,8-naphthalenetetraamide NNC(=O)C1=CC=C(C=2C(=CC=C(C12)C(=O)N)C(=O)N)C(=O)NN